CC1=C2C=C(COC2=C(C=C1)C)C(=O)O 5,8-dimethyl-2H-chromene-3-carboxylic acid